(2S)-2-[(2,2-dimethylazetidine-1-carbonyl)amino]-4-[2-ethoxyethyl-[4-(5,6,7,8-tetrahydro-1,8-naphthyridin-2-yl)butyl]amino]butanoic acid CC1(N(CC1)C(=O)N[C@H](C(=O)O)CCN(CCCCC1=NC=2NCCCC2C=C1)CCOCC)C